1-((1R,3S)-3-((R)-3-mercaptopyrrolidin-1-yl)cyclopentyl)-1,3-bis(4-nitrobenzyl)guanidine S[C@H]1CN(CC1)[C@@H]1C[C@@H](CC1)N(C(=N)NCC1=CC=C(C=C1)[N+](=O)[O-])CC1=CC=C(C=C1)[N+](=O)[O-]